BrC1=C(C=CC=C1)C1(CCC1)C(=O)N1CCC2(C[C@H]2CCOC2=CC(=C(C(=O)N(C)C)C=C2)Cl)CC1 |o1:18| (S or R)-4-(2-(6-(1-(2-bromophenyl)cyclobutanecarbonyl)-6-azaspiro[2.5]octan-1-yl)ethoxy)-2-chloro-N,N-dimethylbenzamide